((1S,2R)-1-amino-2-(6-fluoro-2,3-dimethylphenyl)propyl)-1,3,4-oxadiazol-2(3H)-one monohydrochloride Cl.N[C@H]([C@H](C)C1=C(C(=CC=C1F)C)C)N1C(OC=N1)=O